sulfhydryl-quercetin SC1=C(C=2C(C(=C(OC2C=C1O)C1=CC(O)=C(O)C=C1)O)=O)O